F[C@H]1C2CCC(C[C@H]1N1CCC3=C1N=NC(=C3)C3=C(C=C1N=C(C=NC1=C3)C)O)N2 7-{7-[(2s,3r)-2-fluoro-8-azabicyclo[3.2.1]oct-3-yl]-6,7-dihydro-5H-pyrrolo[2,3-c]pyridazin-3-yl}-3-methylquinoxalin-6-ol